2-(4-Benzylpiperazin-1-yl)-N-(6-methoxypyridin-3-yl)acetamide C(C1=CC=CC=C1)N1CCN(CC1)CC(=O)NC=1C=NC(=CC1)OC